CCCCCCCC.[I].[I] diiodine octane